FC(CNC(C1=C(C=C(C=C1OC)C=1C=NN2C1N=CC(=C2)C=2C=NN(C2)C)OC)=O)F N-(2,2-difluoroethyl)-2,6-dimethoxy-4-[6-(1-methylpyrazol-4-yl)pyrazolo[1,5-a]pyrimidin-3-yl]benzamide